FC=1C=C(C(=O)O)C(=C(C1F)F)F 3,4,5,6-tetrafluorobenzoic acid